6-(3-amino-6-(1-methyl-1H-pyrazol-4-yl)pyrazin-2-yl)-2-(3,5-dimethoxyphenyl)-4-propylpyridazin-3(2H)-one 2,2,2-trifluoroacetate salt FC(C(=O)O)(F)F.NC=1C(=NC(=CN1)C=1C=NN(C1)C)C=1C=C(C(N(N1)C1=CC(=CC(=C1)OC)OC)=O)CCC